O1CCOC2=C1C=CC(=C2)C(CN2N=C(C(=C2C(=O)OCC)I)C(=O)OCC)=O diethyl 1-[2-(2,3-dihydro-1,4-benzodioxin-6-yl)-2-oxoethyl]-4-iodo-1H-pyrazole-3,5-dicarboxylate